4-(3-methyl-4,5-dioxo-4,5-dihydro-1H-benzo[g]indazol-1-yl)benzoic acid CC1=NN(C=2C3=C(C(C(C12)=O)=O)C=CC=C3)C3=CC=C(C(=O)O)C=C3